5-(4-hydroxy-3-methoxyphenyl)thiophene-2-carboxamide OC1=C(C=C(C=C1)C1=CC=C(S1)C(=O)N)OC